(R)-3-acetamidopiperidine-1-carboxylic acid tert-butyl ester C(C)(C)(C)OC(=O)N1C[C@@H](CCC1)NC(C)=O